BrC=1C=C(C=CC1F)N1C(=NOC1)C1=NON=C1NCCCO 4-(3-bromo-4-fluorophenyl)-3-(4-((3-hydroxypropyl)amino)-1,2,5-oxadiazol-3-yl)-1,2,4-oxadiazol